C(CCC1=CC=CC=C1)=O dihydrocinnamaldehyde